N-(2-(phenylseleno)-1-(m-tolyl)ethyl)aniline gold (I) [Au+].C1(=CC=CC=C1)[Se]CC(C=1C=C(C=CC1)C)NC1=CC=CC=C1